1,3-bis(4-methoxyphenylethyl)urea COC1=CC=C(C=C1)CCNC(=O)NCCC1=CC=C(C=C1)OC